S(=O)(=O)(O)C(C(=O)[O-])CC(=O)[O-].C(CCCCCCCCCCCC)O.C(CCCCCCCCCCCC)O.[Na+].[Na+] sodium bistridecanol sulfosuccinate